ClC=1C=C(C(=O)N2CC=3C(=NN4C3C(N(C[C@H]4C)C(C)C=4C=CC(=NC4)C(=O)NC)=O)C[C@H]2C)C=CC1Cl 5-(1-((3r,7r)-2-(3,4-dichlorobenzoyl)-3,7-dimethyl-10-oxo-1,2,3,4,7,8-hexahydropyrido[4',3':3,4]pyrazolo[1,5-a]pyrazin-9(10H)-yl)ethyl)-N-methylpyridineamide